4-((2,4-dimethoxybenzyl)amino)-3-methylimidazo[1,5-a]quinoxaline-8-carboxylic acid COC1=C(CNC=2C=3N(C4=CC(=CC=C4N2)C(=O)O)C=NC3C)C=CC(=C1)OC